C(CCCCCCCNCCCNCCNCCNCCCNCCCCCCCC(=O)[O-])(=O)[O-] 9,13,16,19,23-pentaazahentriacontane-dioate